CC=1C=C2C(=C(N1)C)OC(=C2)C=2N=C1N(C(C2)=O)C=C(C=C1)N1C[C@@H](NCC1)C 2-(5,7-dimethylfuro[2,3-c]pyridin-2-yl)-7-[(3S)-3-methylpiperazin-1-yl]-4H-pyrido[1,2-a]pyrimidin-4-one